1-(2-thienyl)cyclopropanecarbonitrile S1C(=CC=C1)C1(CC1)C#N